Cl.COC1=CC=C(CCN2CCC(CC2)N(C(=O)C=2OC=CC2)C2=CC=CC=C2)C=C1 N-(1-(4-Methoxyphenethyl)piperidin-4-yl)-N-phenylfuran-2-carboxamide HCl